N1(C=NC=C1)N1OC(=C(C1C1=CC=CC=C1)C=O)C 2-Imidazol-1-yl-(5-methyl-3-phenyl-isoxazol-4-yl)methanone